(5-(3,5-difluorophenyl)-3-(2'-(4-methylpiperazin-1-yl)-[2,4'-bipyridin]-6-yl)-1H-indazol-1-yl)methanol FC=1C=C(C=C(C1)F)C=1C=C2C(=NN(C2=CC1)CO)C1=CC=CC(=N1)C1=CC(=NC=C1)N1CCN(CC1)C